(S)-N,N'-(3-methyl-1-oxo-butane-1,2-diyl)diacetamide tert-butyl-2-(5-(5-hydroxy-2-methoxyphenyl)pyridin-3-yl)-1H-pyrrole-1-carboxylate C(C)(C)(C)OC(=O)N1C(=CC=C1)C=1C=NC=C(C1)C1=C(C=CC(=C1)O)OC.CC([C@@H](C(=O)NC(C)=O)NC(C)=O)C